diethyl-acetyleneamine C(C)N(C#C)CC